OCC1=CC(=C(OCC(=O)O)C=C1)OC [4-(hydroxymethyl)-2-methoxyphenoxy]acetic acid